2-(hydroxymethyl)benzofuran-5-carboxylic acid methyl ester COC(=O)C=1C=CC2=C(C=C(O2)CO)C1